CC=1N=NN(C1C=1C=2N(N=C(C1)N1[C@@H](COCC1)C)C(=NC2I)I)C (3R)-4-[4-(dimethyl-1H-1,2,3-triazol-5-yl)-5,7-diiodoimidazo[1,5-b]Pyridazin-2-yl]-3-methylmorpholine